C(C)(C)(C)[S@@](=O)N[C@@H]1C=2C=NC(=CC2CC12CCN(CC2)C(=O)OC(C)(C)C)OC tert-butyl (7S)-7-[[(R)-tert-butylsulfinyl]amino]-3-methoxyspiro[5,7-dihydrocyclopenta[c]pyridine-6,4'-piperidine]-1'-carboxylate